NC1=C(C=C(C=N1)C=1C=C(C=CC1)C(=O)N1C[C@H](CC1)N)OC(C)C1=C(C=CC=C1Cl)Cl (3-{6-amino-5-[1-(2,6-dichloro-phenyl)-ethoxy]-pyridin-3-yl}-phenyl)-((S)-3-amino-pyrrolidin-1-yl)-methanone